CC(C(C(=O)N)N(C(=O)N1C[C@]2(CN(CO2)C(C=C)=O)CC1)C)C 3-methyl-2-{methyl[(5R)-3-(prop-2-enoyl)-1-oxa-3,7-diazaspiro[4.4]nonane-7-carbonyl]amino}butanamide